gadolinium-selenium-gadolinium-selenium-gadolinium [Gd].[Se].[Gd].[Se].[Gd]